O=C1NC(CCC1C1=CC=C(C=C1)N1CCN(CC1)CC1CCC(CC1)NC(OC(C)(C)C)=O)=O tert-butyl N-[4-[[4-[4-(2,6-dioxo-3-piperidyl)phenyl]piperazin-1-yl]methyl]cyclohexyl]carbamate